C(N)(=O)C=1C=C2C(=CN=C(C2=CC1OC)OC[C@H]1NC(C[C@H]1CC)=O)C#CC1CCN(CC1)C(=O)OC(C)(C)C tert-butyl 4-[2-[6-carbamoyl-1-[[(2S,3R)-3-ethyl-5-oxo-pyrrolidin-2-yl]methoxy]-7-methoxy-4-isoquinolyl]ethynyl]piperidine-1-carboxylate